C(C)(C)C1=C(C(=CC(=C1)C(C)C)C(C)C)N=C=O 2,4,6-Triisopropylphenylisocyanat